4-methyl-1,2-epoxyheptane CC(CC1CO1)CCC